2-(3,3,3-trifluoropropoxy)-1,3,2-dioxaphospholane FC(CCOP1OCCO1)(F)F